3-(2,4-dimethylbenzenesulfonyl)-8-{octahydropyrrolo[1,2-a]pyrazin-2-yl}-4H,5H-[1,2,3]triazolo[1,5-a]quinazolin-5-one CC1=C(C=CC(=C1)C)S(=O)(=O)C=1N=NN2C1NC(C1=CC=C(C=C21)N2CC1N(CC2)CCC1)=O